(2E,4E)-N-((2S,3R)-3-hydroxy-1-(((5S,8S,10S,E)-10-hydroxy-5-methyl-2,7-dioxo-1,6-diazacyclododec-3-en-8-yl)amino)-4-methyl-1-oxopentan-2-yl)-11-methyldodeca-2,4-dienamide O[C@@H]([C@@H](C(=O)N[C@@H]1C(N[C@H](/C=C/C(NCC[C@@H](C1)O)=O)C)=O)NC(\C=C\C=C\CCCCCC(C)C)=O)C(C)C